C1C[O+](COC1)[O-] 3,5-dioxane oxide